6-chloro-N-(pyridin-2-yl)pyrimidine-4-amine ClC1=CC(=NC=N1)NC1=NC=CC=C1